tert-butyl (3-(((6-(4-(4-((4,4-dimethylpiperidin-1-yl)methyl)-2,5-difluorophenyl)-2-oxo-1,4,9-triazaspiro[5.5]undecan-9-yl)pyrimidin-4-yl)amino)methyl) benzyl)carbamate CC1(CCN(CC1)CC1=CC(=C(C=C1F)N1CC(NC2(C1)CCN(CC2)C2=CC(=NC=N2)NCC=2C=C(CNC(OC(C)(C)C)=O)C=CC2)=O)F)C